C(C)(=O)NC1=NC=CC(=C1)OC1=C(C=C(C=C1)NC1=NC=CC=C1C(=O)NC1=C(C=C(C=C1)F)OC1CCN(CC1)C)F 2-[(4-[(2-acetamidopyridin-4-yl)oxy]-3-fluorophenyl)amino]-N-(4-fluoro-2-[(1-methylpiperidin-4-yl)oxy]phenyl)pyridine-3-carboxamide